3,5-bis((9Z,12Z)-octadeca-9,12-dien-1-yloxy)benzyl-3-(dimethylamino)propanoate C(CCCCCCC\C=C/C\C=C/CCCCC)OC=1C=C(COC(CCN(C)C)=O)C=C(C1)OCCCCCCCC\C=C/C\C=C/CCCCC